5-bromo-4-fluoro-2-((3R,5R)-3,4,5-trimethylpiperazin-1-yl)aniline (E)-4-TRIDECEN-1-YL-ACETATE C(CC\C=C\CCCCCCCC)CC(=O)O.BrC=1C(=CC(=C(N)C1)N1C[C@H](N([C@@H](C1)C)C)C)F